ClC=1SC=C(N1)CC1=C(C=C(C=C1)C1=CC=CC=C1)F 2-chloro-4-((3-fluoro-[1,1'-biphenyl]-4-yl)methyl)thiazole